CNC(=O)C=1N=NC=CC1NC1=CC=CC2=C1OCC=1N2N=C(N1)C N-methyl-4-((2-methyl-4H-benzo[b][1,2,4]triazolo[1,5-d][1,4]oxazin-6-yl)amino)pyridazine-3-carboxamide